NCC(COC(CN)CN)O 1-amino-3-[2-amino-1-(aminomethyl)ethoxy]-2-propanol